butanedion CC(C(C)=O)=O